C1(=CC=CC=C1)N1[SiH2]CCC[SiH2]1 phenyl-1-aza-2,6-disilacyclohexane